5-(4-((tert-butyldimethylsilyl)oxy)butoxy)-1-methyl-1H-pyrazole [Si](C)(C)(C(C)(C)C)OCCCCOC1=CC=NN1C